N8-(4-chloro-3-(trifluoromethyl)phenyl)-N2-(1-methylcyclopentyl)-9-(piperidin-4-yl)-9H-purine-2,8-diamine ClC1=C(C=C(C=C1)NC=1N(C2=NC(=NC=C2N1)NC1(CCCC1)C)C1CCNCC1)C(F)(F)F